BrC=1C=C(C=CC1)[C@@H](C)N |r| (R/S)-1-(3-bromophenyl)ethylamine